O([N+](=O)[O-])C1=CC=CC=C1CC[C@@H](\C=C\[C@@H]1C(C(CC1O)O)C\C=C/CCCC(=O)NCC)OC(CCCCC)=O hexanoic acid 6-(nitroxy)-(1s,2e)-3-[(1r,2e)-2-[(2Z)-7-(ethylamino)-7-oxo-2-hepten-1-yl]-3,5-dihydroxycyclopentyl]-1-(2-phenylethyl)-2-propen-1-yl ester